N,N,N',N'-tetrapropyl-1,2-ethylenediamine C(CC)N(CCN(CCC)CCC)CCC